C(C1=CC=CC=C1)[C@@H]1N(OCC1)C1=CC(=NC=N1)NC=1C(=CC(=C(C1)C(C(=O)N)=C)N1CCN(CC1)C1COC1)OC (5-((6-((S)-3-benzylisooxazolidin-2-yl)pyrimidin-4-yl)amino)-4-methoxy-2-(4-(oxetan-3-yl)piperazin-1-yl)phenyl)acrylamide